[Na+].N1=CC=CC2=CC=CC(=C12)S(=O)[O-] quinoline-8-sulfinic acid sodium salt